chroman-7-yl-[(7S)-3-[3-(difluoromethyl)-5-fluorophenyl]-2,7-dimethyl-5,7-dihydro-4H-pyrazolo[3,4-c]pyridin-6-yl]methanone O1CCCC2=CC=C(C=C12)C(=O)N1[C@H](C=2C(CC1)=C(N(N2)C)C2=CC(=CC(=C2)F)C(F)F)C